(E)-1-(2,6-dimethoxypyridin-4-yl)-3-(1-ethyl-1H-indol-3-yl)-2-methylpropan-2-en-1-one COC1=NC(=CC(=C1)C(\C(=C\C1=CN(C2=CC=CC=C12)CC)\C)=O)OC